meso-2,3-dimethylsuccinic acid C[C@H]([C@H](C)C(=O)O)C(=O)O